(S)-5-(7-((tert-butoxycarbonyl)(methyl)amino)-5-azaspiro[2.4]Heptane-5-yl)pyrazine-2-carboxylic acid methyl ester COC(=O)C1=NC=C(N=C1)N1CC2(CC2)[C@@H](C1)N(C)C(=O)OC(C)(C)C